S1C2=C(C=C1C(=N)N)C=CC=C2 benzo[b]thiophene-2-carboxamidine